cis-3-chloro-4-(1-(dimethylamino)-5-azaspiro[2.4]hept-5-yl)-5,6-difluoro-N-methyl-9H-pyrido[2,3-b]indol-8-amine ClC1=C(C2=C(NC3=C(C=C(C(=C23)F)F)NC)N=C1)N1CC2(CC2N(C)C)CC1